C(CCCCCCC)ON1C(CC(CC1(C)C)NC(C(=O)NCCCCCCCCCCCC)=O)(C)C N-(1-octyloxy-2,2,6,6-tetramethylpiperidin-4-yl)-N'-dodecyloxalamide